C(C)(C)(C)[Si](OC1C(CCC1)C(=O)O)(C1=CC=CC=C1)C1=CC=CC=C1 2-[tert-butyl-(diphenyl)silyl]oxycyclopentanecarboxylic acid